Hydroxyindanone OC1C(C2=CC=CC=C2C1)=O